Cl.FC=1C=C(OC(C(=O)O)CC)C=CC1 3-fluorophenoxybutyric acid hydrochloride